N-(Cyclopentylmethyl)-2-((3-(2,6-dioxopiperidin-3-yl)-1-methyl-1H-indazol-6-yl)oxy)acetamide C1(CCCC1)CNC(COC1=CC=C2C(=NN(C2=C1)C)C1C(NC(CC1)=O)=O)=O